C(C1=CC=CC=C1)OC1=C(C=C(C[C@]2(COC[C@@H]2CC2=CC(=C(C=C2)OC)OC)C)C=C1)OC (3R,4R)-3-(4-(benzyloxy)-3-methoxybenzyl)-4-(3,4-dimethoxybenzyl)-3-methyldihydrofuran